(8-(4,5-dimethoxy-2-methylphenyl)octyl)triphenylphosphonium COC1=CC(=C(C=C1OC)CCCCCCCC[P+](C1=CC=CC=C1)(C1=CC=CC=C1)C1=CC=CC=C1)C